CC1=CC=C(C=C1)S(=O)(=O)[O-].[Ba+2].CC1=CC=C(C=C1)S(=O)(=O)[O-] barium para-toluenesulfonate